[N-](S(=O)(=O)C(F)(F)F)S(=O)(=O)C(F)(F)F.N1C=NC=C1 imidazole trifluoromethanesulfonimide